COCCC1=NC2=C(C=CS2)N1 2-(2-methoxyethyl)-1H-imidazo[4,5-d]thiophene